3-fluoro-4-(1-(3,4,5-trimethoxybenzyl)-1H-1,2,3-triazol-4-yl)aniline FC=1C=C(N)C=CC1C=1N=NN(C1)CC1=CC(=C(C(=C1)OC)OC)OC